Tert-butyl (3R)-3-[(1-cyclopropyl-1H-pyrazol-4-yl)amino]piperidine-1-carboxylate C1(CC1)N1N=CC(=C1)N[C@H]1CN(CCC1)C(=O)OC(C)(C)C